4-(bromometh-yl)pyridine BrCC1=CC=NC=C1